4-(4-(tert-Butyl)phenyl)-3-fluoropyrrolo[1,2-a]quinoxaline-7-carboxylic acid C(C)(C)(C)C1=CC=C(C=C1)C=1C=2N(C3=CC=C(C=C3N1)C(=O)O)C=CC2F